CN(C)CCCC=C(C(=O)N)C dimethylaminopropyl-methacrylamide